(R)-2-(5-methylpyridin-2-yl)morpholine-4-carboxylate CC=1C=CC(=NC1)[C@H]1CN(CCO1)C(=O)[O-]